CN(CCN1N=CC(=C1)C=1N=C(C=2N(C1)N=CC2)C=2C=NN(C2)C(CC)CC)C N,N-dimethyl-2-(4-(4-(1-(pentan-3-yl)-1H-pyrazol-4-yl)pyrazolo[1,5-a]pyrazin-6-yl)-1H-pyrazol-1-yl)ethanamine